FC(C=1C=C2C=C(N(C2=CC1)C)C(=O)OC1=CC=C(C=C1)[N+](=O)[O-])(P(O)(O)=O)F difluoro[1-methyl-2-(4-nitrophenoxycarbonyl)indol-5-yl]methylphosphonic acid